1-thiopheneacetic acid S1(C=CC=C1)CC(=O)O